2-chloro-4-(biphenyl-4-yl)-6-{4-(pyridin-3-yl)phenyl}pyrimidine tert-Butyl-4-(7-vinylbenzo[d]isoxazol-3-yl)piperazine-1-carboxylate C(C)(C)(C)OC(=O)N1CCN(CC1)C1=NOC2=C1C=CC=C2C=C.ClC2=NC(=CC(=N2)C2=CC=C(C=C2)C2=CC=CC=C2)C2=CC=C(C=C2)C=2C=NC=CC2